C1(=CC=CC=C1)N1C(=NC(=C1C(C)=O)C1=CC=CC=C1)C1=CC=CC=C1 1-(1,2,4-triphenylimidazol-5-yl)ethan-1-one